[C@@H]1([C@@H](O)[C@@H](O)[C@@H](O)[C@H](O1)CO)OCC(O)CO (2S)-1-O-beta-D-galactopyranosyl-glycerol